Cl.COC=1C=C2C(N(N=C(C2=CC1OC)C=1C=C2CCN(CC2=CC1)S(=O)(=O)N)C)=O 6-(6,7-dimethoxy-3-methyl-4-oxo-3,4-dihydrophthalazin-1-yl)-3,4-dihydroisoquinoline-2(1H)-sulfonamide hydrochloride